(S)-2,2-difluoro-6-(5-fluoro-6-(oxetan-3-yloxy)pyridin-3-yl)-7-((5-methoxy-7-methyl-1H-indol-4-yl)methyl)-7-azaspiro[3.5]nonane FC1(CC2(C1)C[C@H](N(CC2)CC2=C1C=CNC1=C(C=C2OC)C)C=2C=NC(=C(C2)F)OC2COC2)F